C[C@H]1[C@@H](C[C@H]([C@@H](O1)O[C@H](C)CCCCCCCCCC(=O)O)O)OC(=O)C2=CNC3=CC=CC=C32 The molecule is a 4-O-(1H-indol-3-ylcarbonyl)ascaroside derived from (11R)-11-hydroxylauric acid. It is a metabolite of the nematode Caenorhabditis elegans. It has a role as a Caenorhabditis elegans metabolite. It is a 4-O-(1H-indol-3-ylcarbonyl)ascaroside, a monocarboxylic acid and an (omega-1)-hydroxy fatty acid ascaroside. It derives from an ascr#20 and an (11R)-11-hydroxylauric acid.